CC1=C(COC2C3(CCC(C2)(O3)C(C)C)C)C=CC=C1 (±)-2-exo-(2-Methylbenzyloxy)-1-methyl-4-isopropyl-7-oxabicyclo[2.2.1]heptan